4-(bicyclo[1.1.1]pentan-1-ylamino)-2-((4-((2-(dimethylamino)ethyl)(methyl)amino)-2-methoxy-5-nitrophenyl)amino)pyrimidine-5-carbonitrile C12(CC(C1)C2)NC2=NC(=NC=C2C#N)NC2=C(C=C(C(=C2)[N+](=O)[O-])N(C)CCN(C)C)OC